2-isopropylphenol C(C)(C)C1=C(C=CC=C1)O